BrC=1C(=C2C(=NN(C2=CC1)C1OCCCC1)C)F 5-Bromo-4-fluoro-3-methyl-1-(tetrahydro-2H-pyran-2-yl)-1H-indazole